(R)-1-((7-cyano-2-(2,2'-dimethyl-3'-(5-(2-oxoacetyl)-5,6-dihydro-4H-pyrrolo[3,4-d]thiazol-2-yl)biphenyl-3-yl)benzo[d]oxazol-5-yl)methyl)pyrrolidine-3-carboxylic acid C(#N)C1=CC(=CC=2N=C(OC21)C=2C(=C(C=CC2)C2=C(C(=CC=C2)C=2SC1=C(N2)CN(C1)C(C=O)=O)C)C)CN1C[C@@H](CC1)C(=O)O